tri-tert-butyl hydrazine-1,1,2-tricarboxylate N(NC(=O)OC(C)(C)C)(C(=O)OC(C)(C)C)C(=O)OC(C)(C)C